ClC1=CC(=C(C=C1)C1(OC2=C(O1)C=CC=C2C2=CC=C(S2)CC=2N(C1=C(N2)C=CC(=C1)C(=O)OC)CCOC)C)F methyl 2-[[5-[2-(4-chloro-2-fluoro-phenyl)-2-methyl-1,3-benzodioxol-4-yl]-2-thienyl]methyl]-3-(2-methoxyethyl)benzimidazole-5-carboxylate